C(C)(=O)O[C@H]1C[C@@H](O[C@@H]1CO)N1C(=O)NC(=O)C(C)=C1 3'-O-Acetyl-Thymidine